3-(3-fluorophenyl)-5-(3-methoxy-1-(1-methylazetidin-3-yl)-1H-pyrazol-4-yl)-1-tosyl-1H-pyrrolo[2,3-b]pyridine FC=1C=C(C=CC1)C1=CN(C2=NC=C(C=C21)C=2C(=NN(C2)C2CN(C2)C)OC)S(=O)(=O)C2=CC=C(C)C=C2